4,4'-bis(5-(hexylthio)thiophen-2-yl)-2,2'-bipyridyl C(CCCCC)SC1=CC=C(S1)C1=CC(=NC=C1)C1=NC=CC(=C1)C=1SC(=CC1)SCCCCCC